NCC(C[SiH2]C(OCCCC)OCCCC)C 3-amino-2-methylpropyl(dibutoxymethylsilane)